COC(C1(CC=C(C=C1)Cl)C)=O 1-methyl-4-chlorobenzoic acid methyl ester